5-allyl-5-isopropyl-barbiturate C(C=C)C1(C(NC(NC1=O)=O)=O)C(C)C